S1C(=NC2=C1C=CC=C2)CN2CCN(CC2)C2=C(C(=O)NS(=O)(=O)CC)C=CC(=C2)OC2CC2 2-[4-(1,3-benzo-thiazol-2-ylmethyl)-piperazin-1-yl]-4-(cyclopropoxy)-N-ethylsulfonyl-benzamide